5'-methyl-3-(5-methyl-4H-1,2,4-triazol-3-yl)-4-pentyl-2'-(prop-1-en-2-yl)-[1,1'-biphenyl]-2,6-diol CC=1C=CC(=C(C1)C=1C(=C(C(=CC1O)CCCCC)C1=NN=C(N1)C)O)C(=C)C